C(C)SC(=S)SSC(=S)SCC Bis-(ethylsulfanylthiocarbonyl) disulfide